C(C)OC1=C(C=CC(=C1)F)C(=O)N1CC2(C1)CC(C2)N2N=C(C=C2C2=C(C=CC=C2)C)C (2-ethoxy-4-fluorophenyl){6-[3-methyl-5-(o-tolyl)-1-pyrazolyl]-2-aza-2-spiro[3.3]heptyl}methanone